2-chloro-3-[(E)-hydroxymethylene]cyclohex-1-ene-1-formaldehyde ClC/1=C(CCC\C1=C/O)C=O